4-(2-amino-ethoxy)-aniline NCCOC1=CC=C(N)C=C1